(R)-4-(4-(2,2-Difluoroethyl)-1-((5-methoxy-7-methyl-1H-indol-4-yl)methyl)piperazin-2-yl)-2-(pyrrolidin-1-yl)benzoic acid FC(CN1C[C@H](N(CC1)CC1=C2C=CNC2=C(C=C1OC)C)C1=CC(=C(C(=O)O)C=C1)N1CCCC1)F